5-(2-(Dimethylamino)ethoxy)-2-methyl-N-(1-(quinolin-5-yl)cyclopropyl)benzamide CN(CCOC=1C=CC(=C(C(=O)NC2(CC2)C2=C3C=CC=NC3=CC=C2)C1)C)C